2-Amino-9-((2R,3R,4R,5R)-3,4-dihydroxy-5-(hydroxymethyl)tetrahydrofuran-2-yl)-7-methyl-7,9-dihydro-1H-purine-6,8-dion NC=1NC(C=2N(C(N(C2N1)[C@@H]1O[C@@H]([C@@H]([C@H]1O)O)CO)=O)C)=O